ClC=1C=C(C=CC1)NC(=O)C1=NN2C(N=C(C=C2C=2C=NNC2)N2CC3=CC=CC=C3C2)=C1C1CCOCC1 N-(3-chlorophenyl)-5-(isoindolin-2-yl)-7-(1H-pyrazol-4-yl)-3-(tetrahydro-2H-pyran-4-yl)pyrazolo[1,5-a]pyrimidine-2-carboxamide